C(#N)CC1=NC=2C(=N1)C=C1C(=NC(=N1)CC#N)C2 2,6-bis(cyanomethyl)benzo[1,2-d:4,5-d']-bisimidazole